N2-(1-(cyclopropylmethyl)-1H-pyrazol-4-yl)-N4-(5-isopropyl-8-((2R,3S)-2-methyl-3-((methylsulfonyl)methyl)azetidin-1-yl)isoquinolin-3-yl)pyrimidine-2,4-diamine C1(CC1)CN1N=CC(=C1)NC1=NC=CC(=N1)NC=1N=CC2=C(C=CC(=C2C1)C(C)C)N1[C@@H]([C@H](C1)CS(=O)(=O)C)C